tert-butyl N-[(3R)-8-fluoro-7-(hydrazinecarbonyl)-4-oxo-5-[[4-(trifluoromethoxy)phenyl]methyl]-2,3-dihydro-1,5-benzothiazepin-3-yl]carbamate FC1=CC2=C(N(C([C@H](CS2)NC(OC(C)(C)C)=O)=O)CC2=CC=C(C=C2)OC(F)(F)F)C=C1C(=O)NN